C(C)(C)(C)OC(=O)N1C=CC2=C(C(=CC(=C12)C)OC)CO 4-(hydroxymethyl)-5-methoxy-7-methyl-1H-indole-1-carboxylic acid tert-butyl ester